(R or S)-1-(4-(3-(5-amino-9-fluoro-7-methoxy-[1,2,4]triazolo[1,5-c]quinazolin-2-yl)-3-fluoropiperidin-1-yl)-1H-pyrazol-1-yl)-2-methylpropan-2-ol NC1=NC=2C(=CC(=CC2C=2N1N=C(N2)[C@@]2(CN(CCC2)C=2C=NN(C2)CC(C)(O)C)F)F)OC |o1:14|